(3-{[2-(4-chlorophenyl)imidazo[1,2-a]pyridin-3-yl]methyl}-3,8-diazabicyclo[3.2.1]oct-8-yl)-(6-methoxypyridin-2-yl)methanone ClC1=CC=C(C=C1)C=1N=C2N(C=CC=C2)C1CN1CC2CCC(C1)N2C(=O)C2=NC(=CC=C2)OC